1-{2-[1-(2,2-difluoroethyl)pyrazol-4-ylsulfonyl]-4H,6H-pyrrolo[3,4-c]pyrazol-5-yl}-2-(2-ethylphenyl)-3-hydroxypropan-1-one FC(CN1N=CC(=C1)S(=O)(=O)N1N=C2C(=C1)CN(C2)C(C(CO)C2=C(C=CC=C2)CC)=O)F